Cl.N[C@H](C(=O)N(C)[C@H]([C@@H](CC(=O)N([C@@H](C)[C@@H](CC(=O)NCCC1=CC(=CC=C1)[N+](=O)[O-])OC)CC)OC)C)C(C)C (3R,4S)-4-((S)-2-amino-N,3-dimethylbutyramido)-N-ethyl-3-methoxy-N-((2S,3R)-3-methoxy-5-((3-nitrophenethyl)amino)-5-oxopent-2-yl)pentanamide hydrochloride